C(C)(=O)OC1OCCCC1 tetrahydropyran-2-yl acetate